4,5-difluoro-2-iodobenzoic acid 3-methylbut-2-en-1-yl ester CC(=CCOC(C1=C(C=C(C(=C1)F)F)I)=O)C